CNCC1=CC=C(C=C1)N1N=C2C(=CC=CC2=C1)C(=O)N 2-{4-[(methylamino)methyl]phenyl}-2H-indazole-7-carboxamide